2-(2,3-dihydro-1H-inden-5-yl)propionic acid C1CCC2=CC(=CC=C12)C(C(=O)O)C